2-fluoro-5-[(4-oxo-3,4-dihydronaphthyridin-1-yl)methyl]benzoic acid FC1=C(C(=O)O)C=C(C=C1)CN1CCC(C2=CC=CN=C12)=O